C[Si](C)(C(CC1=CC=CC=C1)COC(=O)C=C)O[Si](C)(C)C(CC2=CC=CC=C2)COC(=O)C=C 1,3-bis[(acryloxymethyl)phenethyl]tetramethyldisiloxane